N-Hydroxy-N-phenylacetamid ON(C(C)=O)C1=CC=CC=C1